C(C1=CC=CC=C1)OC(CCCCC(=O)O)=O adipic acid monobenzyl ester